C(C)N(CC)CC1=C(CNC(C(CC2=CNC3=CC=CC=C23)NCC(CC)CC)=O)C=CC=C1 N-(2-((diethylamino)methyl)benzyl)-2-((2-ethylbutyl)amino)-3-(1H-indol-3-yl)propanamide